ClC=1C(=CC2=C(C[C@@](O2)([C@H]2NCCC2)C2=CC=CC=C2)C1C1=C(C(=NC=C1C(=O)N[C@H]1COCC1)O[C@@H]1[C@@H](CC1)O)F)F |o1:7,9,30,36,37| rel-4-((S)-5-chloro-6-fluoro-2-phenyl-2-((S)-pyrrolidin-2-yl)-2,3-dihydrobenzofuran-4-yl)-5-fluoro-6-((1S,2R)-2-hydroxycyclobutoxy)-N-((R)-tetrahydrofuran-3-yl)nicotinamide